ClC1=CC2=C(S1)[C@@]1(C[C@@H](N(CC1)CC=1N=NN(C1)CC(C(C)(O)C)O)C)OC[C@@]2(O)C(F)F 1-[4-[[(2'S,4R,7R)-2-chloro-4-(difluoromethyl)-4-hydroxy-2'-methyl-spiro[5H-thieno[2,3-c]pyran-7,4'-piperidin]-1'-yl]methyl]triazol-1-yl]-3-methyl-butane-2,3-diol